C(CC1NOC=CC1)C1NOC=CC1 ethylenebis(dihydro-4H-oxazine)